C(C)(C)NC1=C2C(N(C=C1)CC1=CC=C(C=C1)OC)=CCS2 7-isopropylamino-4-(4-methoxybenzyl)-thieno[3,2-b]pyridine